6-chloro-8-nitro-1-((2-(trimethylsilyl)ethoxy)methyl)-3,4-dihydro-1H-benzo[c][1,2,6]thiadiazine 2,2-dioxide ClC1=CC2=C(N(S(NC2)(=O)=O)COCC[Si](C)(C)C)C(=C1)[N+](=O)[O-]